N1=CC=CC=2CCCCC12 5,6,7,8-TETRAHYDROCHINOLIN